(4-fluorophenyl)(4-methoxyphenyl)methanone FC1=CC=C(C=C1)C(=O)C1=CC=C(C=C1)OC